5-ethynyl-1,6-difluoro-4-[8-fluoro-2-{[(2R,7aS)-2-fluorotetrahydro-1H-pyrrolizin-7a(5H)-yl]methoxy}-4-(8-oxa-3-azabicyclo[3.2.1]octan-3-yl)pyrido[4,3-d]pyrimidin-7-yl]naphthalen-2-ol C(#C)C1=C2C(=CC(=C(C2=CC=C1F)F)O)C1=C(C=2N=C(N=C(C2C=N1)N1CC2CCC(C1)O2)OC[C@]21CCCN1C[C@@H](C2)F)F